2,6-diisocyanatohexanoic acid ethyl ester C(C)OC(C(CCCCN=C=O)N=C=O)=O